C1(CCC1)N1CC(C1)N1CCC(CC1)C=1C=C(C=CC1)C=1N=NNC1 4-(3-(1-(1-cyclobutylazetidin-3-yl)piperidin-4-yl)phenyl)-1H-1,2,3-triazol